ClC1=NC(=CC(=C1)OC1CCNCC1)Cl 2,6-Dichloro-4-(piperidin-4-yloxy)pyridine